C(#N)/N=C(\NCCCC(N1CCNCC1)=O)/NC=1C=NC=CC1 (E)-2-cyano-1-(4-oxo-4-(piperazin-1-yl)butyl)-3-(pyridin-3-yl)guanidine